Ytterbium oleate C(CCCCCCC\C=C/CCCCCCCC)(=O)[O-].[Yb+3].C(CCCCCCC\C=C/CCCCCCCC)(=O)[O-].C(CCCCCCC\C=C/CCCCCCCC)(=O)[O-]